Trifluoromethansulfinylchlorid FC(S(=O)Cl)(F)F